3-(1-(thiophen-2-yl)vinyl)-1H-pyrazole S1C(=CC=C1)C(=C)C1=NNC=C1